2-bromo-9H-fluoren-9-ol BrC1=CC=2C(C3=CC=CC=C3C2C=C1)O